C(C)(C)N(C(C)C)P(CC(=O)OC(CC#N)(C)C)N(C(C)C)C(C)C bis(diisopropylamino)(1,1-dimethyl-2-cyanoethoxycarbonylmethyl)phosphine